[Ba+2].[O-2].[Ba+2].[O-2] barium oxide, barium salt